FC1=C(C(=CC(=C1)F)F)C(C)O 1-(2,4,6-trifluorophenyl)ethan-1-ol